CN1N=NC(=C1NC(O[C@H](C)C=1C(=NC=C(C1)Cl)C)=O)C1=NC=C(C=C1)NS(=O)(=O)C (R)-1-(5-chloro-2-methylpyridin-3-yl)ethyl (1-methyl-4-(5-(methylsulfonamido)pyridin-2-yl)-1H-1,2,3-triazol-5-yl)carbamate